dinaphthoFuran C1=CC=CC=2C=CC3=C(C4=C(O3)C=3C=CC=CC3C=C4)C12